C(C)(C)(C)C1=CC=CC=2C3=CC=CC=C3C3(C12)CCCC3 (tert-butyl)spiro[cyclopentane-1,9'-fluorene]